N(=[N+]=[N-])CCOCCOCCOCCNS(=O)(=O)C1=CC=C(C=C1)[C@H]1CN(CC2=C(C=C(C=C12)Cl)Cl)C |o1:24| (R or S)-N-(2-(2-(2-(2-azidoethoxy)ethoxy)ethoxy)ethyl)-4-(6,8-dichloro-2-methyl-1,2,3,4-tetrahydroisoquinolin-4-yl)benzenesulfonamide